C(C)(C)(C)C1=NOC(=N1)C(=O)NCC1=C(C=C(C=C1)C1=C2C(=NC=C1)NC(=N2)C2=C(C=CC(=C2)C)[N+](=O)[O-])F 3-(tert-Butyl)-N-(2-fluoro-4-(2-(5-methyl-2-nitrophenyl)-3H-imidazo[4,5-b]pyridin-7-yl)benzyl)-1,2,4-oxadiazole-5-carboxamide